6-[[5-(trifluoromethyl)-1H-pyrazol-4-yl]methylene]-2-azaspiro[3.3]heptane-2-carboxylic acid tert-butyl ester C(C)(C)(C)OC(=O)N1CC2(C1)CC(C2)=CC=2C=NNC2C(F)(F)F